ClC1=CC(=C(C=C1)COC1=CC=CC(=N1)[C@H]1[C@@H](CN(CC1)C(=O)OC(C)(C)C)F)F tert-butyl (3S,4S)-4-{6-[(4-chloro-2-fluorophenyl)methoxy]pyridin-2-yl}-3-fluoropiperidine-1-carboxylate